Br\C(=C\Br)\C1=CC=C(C=C1)C(F)(F)F (E)-1-(1,2-dibromoethenyl)-4-trifluoromethylbenzene